(4-(5-(1-hydroxy-2-methylpropan-2-yl)-1,2,4-oxadiazol-3-yl)phenyl)(4-(5-methyloxazolo[4,5-b]pyridin-2-yl)piperazin-1-yl)methanone OCC(C)(C)C1=NC(=NO1)C1=CC=C(C=C1)C(=O)N1CCN(CC1)C=1OC=2C(=NC(=CC2)C)N1